amino-2',3'-dideoxycytidine N[C@@]1(CC[C@@H](CO)O1)N1C(=O)N=C(N)C=C1